BrN1C(N(C(C1=O)(C)C)Cl)=O bromo-chlorodimethylhydantoine